5'-(4-amino-3-(dimethylcarbamoyl)-2-fluorophenyl)-4'-chloro-1',2'-dihydrospiro[cyclopentane-1,3'-pyrrolo[2,3-b]pyridine]-3-carboxamide NC1=C(C(=C(C=C1)C=1C(=C2C(=NC1)NCC21CC(CC1)C(=O)N)Cl)F)C(N(C)C)=O